1-(1-(4-(5-(2-oxa-6-azaspiro[3.3]heptan-6-yl)pyridin-3-yl)-1H-1,2,3-triazol-1-yl)ethyl)-4-((R)-3-((cyclobutylmethyl)amino)piperidin-1-yl)pyridin-2(1H)-one C1OCC12CN(C2)C=2C=C(C=NC2)C=2N=NN(C2)C(C)N2C(C=C(C=C2)N2C[C@@H](CCC2)NCC2CCC2)=O